C(C)C=1C(=CC(=C(C1)O)F)C1=CC=C2C(=NNC2=C1)C1=NC2=C(CNC(C2)CN2CCCC2)N1 5-Ethyl-2-fluoro-4-(3-(6-(pyrrolidin-1-ylmethyl)-4,5,6,7-tetrahydro-3H-imidazo[4,5-c]pyridin-2-yl)-1H-indazol-6-yl)phenol